1-(2-cyanopropan-2-yl)-N-((5-phenyl-1,3,4-thiadiazol-2-yl)methyl)-1H-1,2,3-triazole-4-carboxamide C(#N)C(C)(C)N1N=NC(=C1)C(=O)NCC=1SC(=NN1)C1=CC=CC=C1